N[C@H](C(=O)O)CC1=CC(=CC=C1)C1=CC=NC=C1 (S)-2-amino-3-(3-(pyridin-4-yl)phenyl)propanoic acid